CCC(CCCCCCCC)OC(CCCCCCCN(CCCNC1C(OO1)NC)CCCCCCCC(=O)OC(CCCCCCCC)CCCCCCCC)=O 8-[(8-heptadec-9-yloxy-8-oxooctyl)-[3-[[2-(methylamino)-3,4-dioxacyclobutan-1-yl]amino]propyl]amino]octanoic acid undec-3-yl ester